CC1=CN=C2C(=N1)N(C(C(=C2)C2CCC(CC2)C=2C(=NN(C2C)C)C)=O)CC2=NC=CC=C2C(F)(F)F 3-Methyl-5-((3-(trifluoromethyl)pyridin-2-yl)methyl)-7-((1r,4r)-4-(1,3,5-trimethyl-1H-pyrazol-4-yl)cyclohexyl)pyrido[2,3-b]pyrazin-6(5H)-one